FC1=C(N(CC2=CC=C(C=C2)OC)CC2=CC=C(C=C2)OC)C=C(C(=C1F)CC(F)(F)F)B1OC(C(O1)(C)C)(C)C 2,3-Difluoro-N,N-bis(4-methoxybenzyl)-5-(4,4,5,5-tetramethyl-1,3,2-dioxaborolan-2-yl)-4-(2,2,2-trifluoroethyl)aniline